C1(CC1)C(=O)NC1=NC=C(C(=O)O)C(=C1)NC1=CSC=2C=NN(C(C21)=O)CCOC 6-(Cyclopropanecarboxamido)-4-((5-(2-methoxyethyl)-4-oxo-4,5-dihydrothieno[2,3-d]pyridazin-3-yl)amino)nicotinic acid